N[C@@H](C(C1CC1)C1CC1)C=1N=C2N(N=C(C(=N2)C2CCOCC2)C[C@@H]2C(NC[C@@H](C2)C(F)(F)F)=O)C1 (3R,5R)-3-((6-((S)-1-amino-2,2-dicyclopropylethyl)-3-(tetrahydro-2H-pyran-4-yl)imidazo[1,2-b][1,2,4]triazin-2-yl)methyl)-5-(trifluoromethyl)piperidin-2-one